4-((1H-imidazol-1-yl)methyl)-6-chloro-1-methyl-1H-pyrrolo[2,3-b]pyridine N1(C=NC=C1)CC1=C2C(=NC(=C1)Cl)N(C=C2)C